C(CCC)OC1=C(C=CC=C1)C1=NC(=NC(=N1)C1=C(C=CC=C1)OCCCC)C1=C(C=CC=C1)OCCCC 2,4,6-tris(2'-n-butoxyphenyl)-1,3,5-triazine